C(\C=C/C(=O)O)(=O)O.ClC=1C=CC2=C(N(C3=C(N(C2=O)CCCO)C=CC=C3)CCCNC/C=C/C(=O)OCC)C1 Ethyl (E)-4-({3-[3-chloro-10-(3-hydroxypropyl)-11-oxo-10,11-dihydro-5H-dibenzo[b,e][1,4]diazepin-5-yl]propyl}amino)but-2-enoate maleate